2,6-di-tert-butyl-N,N'-bis(4-isopropylphenyl)-N,N'-di(p-tolyl)anthracene-9,10-diamine C(C)(C)(C)C1=CC2=C(C3=CC=C(C=C3C(=C2C=C1)N(C1=CC=C(C=C1)C)C1=CC=C(C=C1)C(C)C)C(C)(C)C)N(C1=CC=C(C=C1)C)C1=CC=C(C=C1)C(C)C